3,6-diazabicyclo[3.2.0]-heptane C12CNCC2NC1